(3R)-4-amino-3-methyl-N-((3S)-tetrahydro-3-furanylmethyl)-N-((5-(trifluoromethyl)-2-pyridinyl)methyl)-1,3-dihydrofuro[3,4-c]quinoline-8-carboxamide NC1=NC=2C=CC(=CC2C2=C1[C@H](OC2)C)C(=O)N(CC2=NC=C(C=C2)C(F)(F)F)C[C@H]2COCC2